Br.CC=1SC2=C(CCNCC2)N1 2-methyl-5,6,7,8-tetrahydro-4H-thiazolo[4,5-d]azepine Hydrobromide